Dibenzo[b,d]furan-2-ol C1=C(C=CC=2OC3=C(C21)C=CC=C3)O